3,4''-dibromo-1,1':4',1''-terphenyl BrC=1C=C(C=CC1)C1=CC=C(C=C1)C1=CC=C(C=C1)Br